FC(OC1=C(C=C(C=C1)OC=1C=NN(C1)CC(C)(C)O)C1=NN(C=C1NC(=O)C=1C=NN2C1N=CC=C2)C)F N-[3-[2-(difluoromethoxy)-5-[1-(2-hydroxy-2-methyl-propyl)pyrazol-4-yl]oxy-phenyl]-1-methyl-pyrazol-4-yl]pyrazolo[1,5-a]pyrimidine-3-carboxamide